FC(C)(F)C1=NC=CC(=C1)NC1=NC(=NC(=N1)NC(C)C)C1=NC(=CC=C1)C(F)(F)F [2-(1,1-difluoro-ethyl)-pyridin-4-yl]-N'-isopropyl-6-(6-trifluoromethyl-pyridin-2-yl)-[1,3,5]triazine-2,4-diamine